OC=1C(=CC(=C2C=CC=NC12)C)C(C=1C=NC=CC1)C(C(=O)N)CCC ((8-hydroxy-5-methylquinolin-7-yl)(pyridin-3-yl)methyl)pentanamide